4,4-difluoro-2-oxazol-5-yl-N-[4-[3-(2-pyridyl)-1H-pyrrolo[3,2-b]pyridin-2-yl]-2-pyridyl]butanamide FC(CC(C(=O)NC1=NC=CC(=C1)C1=C(C2=NC=CC=C2N1)C1=NC=CC=C1)C1=CN=CO1)F